(1S,4S)-5-(5-(4,4,5,5-tetramethyl-1,3,2-dioxaborolan-2-yl)pyridine-2-yl)-2,5-diazabicyclo[2.2.1]Heptane-2-carboxylic acid tert-butyl ester C(C)(C)(C)OC(=O)N1[C@@H]2CN([C@H](C1)C2)C2=NC=C(C=C2)B2OC(C(O2)(C)C)(C)C